6-bromo-1,3-dimethylindazole BrC1=CC=C2C(=NN(C2=C1)C)C